4-(8-amino-3-((2S)-1-(4-((2-(2,6-dioxopiperidin-3-yl)-1,3-dioxoisoindoline-4-yl)thio)butyryl)pyrrolidin-2-yl)imidazo[1,5-a]pyrazin-1-yl)-N-(pyridin-2-yl)benzamide NC=1C=2N(C=CN1)C(=NC2C2=CC=C(C(=O)NC1=NC=CC=C1)C=C2)[C@H]2N(CCC2)C(CCCSC2=C1C(N(C(C1=CC=C2)=O)C2C(NC(CC2)=O)=O)=O)=O